S1(NC(CN1)=O)(=O)=O 1,2,5-thiadiazolidin-3-one 1,1-dioxide